S1C(=NC=C1)C1CN(CCS1(=O)=O)C(=O)OC(C)(C)C tert-butyl 2-(thiazol-2-yl)thiomorpholine-4-carboxylate 1,1-dioxide